5-norbornene-2-spiro-2'-cyclopentanone C12(C(CCC1)=O)C1C=CC(C2)C1